NC(COC1=NC(=NC(=C1)C1=C(C=CC=C1C)C)NS(=O)(=O)C=1C=C(C(=O)O)C=CC1)CC(CC)(C)C 3-[[4-(2-Amino-4,4-dimethyl-hexoxy)-6-(2,6-dimethylphenyl)pyrimidin-2-yl]sulfamoyl]benzoic acid